CN1N=C(C2=CC=CC(=C12)N1N=C(C=C1C1=CC(=CC=C1)OCC(C)(C)C)COC(C(=O)O)(C)C)C 2-([1-(1,3-Dimethyl-1H-indazol-7-yl)-5-[3-(2,2-dimethylpropoxy)phenyl]-1H-pyrazol-3-yl]methoxy)-2-methylpropanoic acid